2-(5-(8-methoxy-[1,2,4]triazolo[1,5-a]pyridin-6-yl)-4-(2,2,2-trifluoroethyl)-1H-pyrazol-3-yl)-4-methyl-5-(6-methyl-2,6-diazaspiro[3.3]hept-2-yl)thiazole COC=1C=2N(C=C(C1)C1=C(C(=NN1)C=1SC(=C(N1)C)N1CC3(C1)CN(C3)C)CC(F)(F)F)N=CN2